tributyl-(2-cyclopropylpyrazol-3-yl)stannane C(CCC)[Sn](C=1N(N=CC1)C1CC1)(CCCC)CCCC